C(N)(OC(C)(C)C)=O.C(N)(OC(C)(C)C)=O di-t-butyl dicarbamate